(R)-3-hydroxy-N-methyl-4-((2-(((1-methylcyclopentyl)(3-methylpyridin-2-yl)methyl)amino)-3,4-dioxocyclobut-1-en-1-yl)amino)picolinamide OC=1C(=NC=CC1NC1=C(C(C1=O)=O)N[C@@H](C1=NC=CC=C1C)C1(CCCC1)C)C(=O)NC